(±)-3-(2,5-Difluoro-phenyl)-N-[1-(4-fluoro-3-morpholin-4-yl-phenyl)-ethyl]-acrylamide FC1=C(C=C(C=C1)F)C=CC(=O)N[C@H](C)C1=CC(=C(C=C1)F)N1CCOCC1 |r|